(2R,5S)-4-(7-(4-cyanopyrimidin-2-yl)-5-(trifluoromethyl)-7H-pyrrolo[2,3-d]pyrimidin-4-yl)-2,5-dimethylpiperazine-1-carboxylic acid tert-butyl ester C(C)(C)(C)OC(=O)N1[C@@H](CN([C@H](C1)C)C=1C2=C(N=CN1)N(C=C2C(F)(F)F)C2=NC=CC(=N2)C#N)C